2-[3-(4-ethylpyrazol-1-yl)-1-[2-[[2-(oxetan-3-yl)-3,4-dihydro-1H-isoquinolin-6-yl]amino]-[1,2,4]triazolo[1,5-a]pyridin-8-yl]azetidin-3-yl]acetonitrile C(C)C=1C=NN(C1)C1(CN(C1)C=1C=2N(C=CC1)N=C(N2)NC=2C=C1CCN(CC1=CC2)C2COC2)CC#N